C1(=CC=CC2=CC=CC=C12)C(C(=O)[O-])=O.C[NH2+]C dimethylammonium α-naphthylglyoxylate